CP(=O)CCC=O 3-(methylphosphinoyl)propanal